(3S)-3-(3,5-bis(difluoromethoxy)phenyl)-3-(2-(4-((5-fluoro-1,4,5,6-tetrahydropyrimidin-2-yl)amino)-1H-indazole-6-carboxamido)acetamido)propanoic acid FC(OC=1C=C(C=C(C1)OC(F)F)[C@H](CC(=O)O)NC(CNC(=O)C1=CC(=C2C=NNC2=C1)NC=1NCC(CN1)F)=O)F